C(C)N(C1=CC=C(C=C1)C=1SC2=C(N1)C=CC=C2)CC 2-(p-diethylaminophenyl)benzothiazole